C(CCCCCCCCCCCCC)OC(CCCCCCCCCCC)=O.C(CCCCCCCCCCCCCCCCCCC)(=O)OCCCCCCCCCCCCCC myristyl eicosanoate myristyl-laurate